(R)-6-chloro-1-(1-(2,4-dichlorophenyl)ethyl)-3-methyl-1H-pyrazolo[3,4-b]pyrazine ClC1=CN=C2C(=N1)N(N=C2C)[C@H](C)C2=C(C=C(C=C2)Cl)Cl